ClC=1C=NC(=C(C(=O)N[C@H]([C@@H](C(=O)NC)O)CCC(C)(F)F)C1)NC(=O)C12CC(C1)(C2)C(F)(F)F 5-chloro-N-((2S,3S)-6,6-difluoro-2-hydroxy-1-(methylamino)-1-oxoheptan-3-yl)-2-(3-(trifluoromethyl)bicyclo[1.1.1]pentane-1-carboxamido)nicotinamide